FC1=C(C=C(C=C1)F)NC1=NC=NC2=CC(=CC=C12)C=1C=NC(=CC1)N1CCOCC1 N-(2,5-difluorophenyl)-7-(6-morpholinylpyridin-3-yl)quinazolin-4-amine